(4-(aminomethyl)phenyl)piperidin-4-ol NCC1=CC=C(C=C1)N1CCC(CC1)O